COC=1N=C2C(C(=CNC2=CC1C)C(=O)OCC)=O ethyl 6-methoxy-7-methyl-4-oxo-1H-1,5-naphthyridine-3-carboxylate